tert-butyl (R)-(6-(difluoromethoxy)-4-fluoro-2,3-dihydrobenzofuran-3-yl)(methyl)carbamate FC(OC1=CC2=C([C@H](CO2)N(C(OC(C)(C)C)=O)C)C(=C1)F)F